CO[C@H]1[C@@H](O[C@@H]([C@H]1O)CO)N1C(=S)NC(=O)C=C1 2'-O-methyl-2-thiouridine